N1C(=NC2=C1C=CC=C2)C=2C=C(C=CC2)NC2=CC=C(C=C2)C2=NC=CC=C2 N-[3-(1H-benzo[d]imidazol-2-yl)phenyl]-4-(pyridin-2-yl)aniline